(S)-6-(4-(methylsulfonyl)phenyl)-2-(1-(1-(5-propylpyrimidin-2-yl)piperidin-4-yl)ethoxy)imidazo[2,1-b][1,3,4]thiadiazole CS(=O)(=O)C1=CC=C(C=C1)C=1N=C2SC(=NN2C1)O[C@@H](C)C1CCN(CC1)C1=NC=C(C=N1)CCC